racemic-(1R,2S)-1-amino-2-ethylcyclopentane-1-carboxylic acid hydrobromide salt Br.N[C@]1([C@H](CCC1)CC)C(=O)O |r|